N-ethyl-N-(2-methoxyethyl)-N-methylamine C(C)N(C)CCOC